4,5-dimethyl-carbazole CC1=CC=CC=2NC3=CC=CC(=C3C12)C